BrC(=CC1=CC(=C(C=C1)C1=C(C=C(N=N1)N[C@H]1CN(CCC1)C)C)OCOCC)Br (R)-6-(4-(2,2-dibromoethenyl)-2-(ethoxymethoxy)phenyl)-5-methyl-N-(1-methylpiperidin-3-yl)pyridazin-3-amine